CO\N=C(\C(=O)NC)/C1=C(C(=CC=C1)C)CO/N=C(\C)/C1=NOC(=C1)C1=CC(=CC=C1)C(F)(F)F (2E)-2-methoxyimino-N-methyl-2-[3-methyl-2-[[(E)-1-[5-[3-(trifluoromethyl)phenyl]isoxazol-3-yl]ethylideneamino]oxy-methyl]phenyl]acetamide